3-hydroxy-5,5-dimethyl-4,5-dihydroisoxazole OC1=NOC(C1)(C)C